BrCCOCCBr bis-(2-bromoethyl) ether